(3R)-3-(ACETYLAMINO)BUTANOIC ACID C(C)(=O)N[C@@H](CC(=O)O)C